O[C@]1(C[C@H](N(CC1)C(=O)N1CC2(CCCC2)[C@@H](CC1)CN1C(C=C(C=C1)C1=CC=CC=C1)=O)C1=CC=CC=C1)C 1-(((R)-7-((2S,4R)-4-hydroxy-4-methyl-2-phenylpiperidine-1-carbonyl)-7-azaspiro[4.5]Dec-10-yl)methyl)-4-phenylpyridin-2(1H)-one